((2R,7aS)-2-((1,1,1,3,3,3-hexafluoro-2-(trifluoromethyl)propan-2-yl)oxy)tetrahydro-1H-pyrrolizin-7a(5H)-yl)methanol trifluoroacetic acid salt FC(C(=O)O)(F)F.FC(C(C(F)(F)F)(C(F)(F)F)O[C@@H]1C[C@@]2(CCCN2C1)CO)(F)F